N[C@@H](C(C)(O)C)C1=CC(=CC=C1)C(F)(F)F |r| (+-)-1-amino-2-methyl-1-(3-(trifluoromethyl)phenyl)propan-2-ol